ClC1=NC(=C(C(=N1)NC1C(C2CCC1CC2)C(=O)OCC)F)C=2SC(=CC2)C2CC2 2-ethyl 3-((2-chloro-6-(5-cyclopropylthiophen-2-yl)-5-fluoropyrimidin-4-yl)amino)bicyclo[2.2.2]octane-2-carboxylate